2-((4-cyano-1H-pyrazol-1-yl)methyl)-N-(4-cyano-3-(trifluoromethyl)phenyl)acrylamide C(#N)C=1C=NN(C1)CC(C(=O)NC1=CC(=C(C=C1)C#N)C(F)(F)F)=C